C(=O)(O)C(CC[C@H](N)C(=O)NCC(=O)O)NC(N)=N 5-carboxyarginyl-glycine